BrC1=C(C=O)C=C(C=C1)I bromo-5-iodobenzaldehyde